methyl-7-(2-hydroxyethyl)-7,8,9,10,12,13-hexahydro-5H-6,9-methanopyrido[1',2':1,2]azepino[4,5-b]indole-6(6aH)-carboxylate COC(=O)C12C3N(CCC4=C1NC1=CC=CC=C41)CC(CC3CCO)C2